ClC1=C(C=C2C(=CC(N(C2=N1)C1=NC=CN=C1C(C)C)=O)O)F 7-chloro-6-fluoro-4-hydroxy-1-(3-isopropylpyrazin-2-yl)-1,8-naphthyridin-2(1H)-one